(R)-3-(4-fluoro-phenyl)-N-(2-hydroxy-1-naphthalen-2-yl-ethyl)-propionamide FC1=CC=C(C=C1)CCC(=O)N[C@@H](CO)C1=CC2=CC=CC=C2C=C1